C(C)(C)(C)OC(=O)N1C(C2=CC=CC=C2CC1)CCO (2-hydroxyethyl)-3,4-dihydroisoquinoline-2(1H)-carboxylic acid tert-butyl ester